C(C)(=O)N1C=C2C(N(CCC2=C1)C1CC1)=O 2-acetyl-5-cyclopropyl-2,5,6,7-tetrahydro-4H-pyrrolo[3,4-c]pyridin-4-one